NC1=CC(=C(OC2CCN(CC2)C(=O)OC)C=C1)C methyl 4-(4-amino-2-methylphenoxy)piperidine-1-carboxylate